2-[3-methyl-1-(oxetan-3-yl)-1H-pyrazolo[3,4-b]pyrazin-6-yl]-7-[2-methyl-6-(trifluoromethyl)pyrimidin-4-yl]-2,7-diazaspiro[4.4]nonane CC1=NN(C2=NC(=CN=C21)N2CC1(CC2)CN(CC1)C1=NC(=NC(=C1)C(F)(F)F)C)C1COC1